FC=1C=NC(=NC1)[C@]12CC[C@@H](C[C@@H]2C1)OC[C@@H]1N([C@@H](C[C@@H]1NS(=O)(=O)C)C)C(=O)OCC(C)F 2-fluoropropyl (2R,3S,5R)-2-((((1S,3S,6R)-6-(5-fluoropyrimidin-2-yl)bicyclo[4.1.0]heptan-3-yl)oxy)methyl)-5-methyl-3-(methylsulfonamido)pyrrolidine-1-carboxylate